COC=1C=C2C[C@H](N(CC2=CC1)C(CSC1=NC(NC=C1C)=O)=O)COCCOCCOCCOCC#C 4-[2-[(3S)-6-methoxy-3-[2-[2-(2-prop-2-ynoxyethoxy)ethoxy]ethoxymethyl]-3,4-dihydro-1H-isoquinolin-2-yl]-2-oxo-ethyl]sulfanyl-5-methyl-1H-pyrimidin-2-one